2'-bromo-2,4-difluoro-1,1'-biphenyl BrC1=C(C=CC=C1)C1=C(C=C(C=C1)F)F